(2S)-3-methyl-2-[methyl-(4-(prop-2-enoyl)-1-oxa-4,9-diazaspiro[5.5]undec-9-carbonyl)amino]butanoic acid CC([C@@H](C(=O)O)N(C(=O)N1CCC2(CN(CCO2)C(C=C)=O)CC1)C)C